C(C)(=O)N(C(=O)[C@@H]1CCN(CCC1)C(=O)OCC1=CC=CC=C1)C benzyl (S)-4-(acetyl(methyl)carbamoyl)azepane-1-carboxylate